ethylmercury C(C)[Hg]